C(C)(C)N1N=NC2=C1C=CC(=C2)C=2OC1=C(N2)C=CC=C1OC 2-(1-isopropyl-1H-benzo[d][1,2,3]triazol-5-yl)-7-methoxy-benzo[d]oxazole